4-(5-cyclopropyl-1,2-oxazol-3-yl)-4-methylpiperidine monohydrochloride Cl.C1(CC1)C1=CC(=NO1)C1(CCNCC1)C